C1(=CC=CC=C1)S(=O)(=O)C(S(=O)(=O)CCCCS(=O)(=O)C(=[N+]=[N-])S(=O)(=O)C1=CC=CC=C1)=[N+]=[N-] 1,4-bis(phenylsulfonyl-diazomethylsulfonyl)butane